N1(CCC(CC1)OC=1C=C2CN(C(C2=CC1)=O)C1C(NC(CC1)=O)=O)C1CCNCC1 3-(5-([1,4'-bipiperidin]-4-yloxy)-1-oxoisoindolin-2-yl)piperidine-2,6-dione